[Y].[Cr].[Fe] iron-chromium-yttrium